C1(CC1)CN1CCOC2(C1)C=C(C(C(C2)(C)C)=O)C#N 4-(cyclopropylmethyl)-10,10-dimethyl-9-oxo-1-oxa-4-azaspiro[5.5]undec-7-ene-8-carbonitrile